3-chloro-4-(2-isothiocyanato)ethylbenzenesulfonamide ClC=1C=C(C=CC1CCN=C=S)S(=O)(=O)N